1-[5-(4,4,5,5-tetramethyl-1,3,2-dioxaborolan-2-yl)pyrimidin-2-yl]ethanol CC1(OB(OC1(C)C)C=1C=NC(=NC1)C(C)O)C